O1B(OCCC1)B1OCCCO1 2,2-Bi-1,3,2-dioxaborinane